S1C(=NN=C1)C=1C=C2CN(CC2=CC1)C(=O)OC(C)(C)C tert-Butyl 5-(1,3,4-thiadiazol-2-yl)isoindoline-2-carboxylate